NC=1C=C(C=CC1O)[C@H](COC)N1C(N[C@@H](C1)C(F)(F)F)=O (S)-1-((R)-1-(3-amino-4-hydroxyphenyl)-2-methoxyethyl)-4-(trifluoromethyl)-imidazolidin-2-one